2,4-dinitro-N-(4-nitrophenyl)aniline [N+](=O)([O-])C1=C(NC2=CC=C(C=C2)[N+](=O)[O-])C=CC(=C1)[N+](=O)[O-]